2-(Ethylsulfanyl)-6-(6-fluoro-3,4-dihydroisoquinolin-2(1H)-yl)-4-methylpyridin-3-amine C(C)SC1=NC(=CC(=C1N)C)N1CC2=CC=C(C=C2CC1)F